C(C1=CC=CC=C1)OC1=C(C=C(C=C1)C(C=1C=C(C=CC1)NC(=O)C1=CC(=NN1C=1C=C(CNC(OC(C)(C)C)=O)C=CC1)C(F)(F)F)NCC1CC1)Br tert-butyl 3-(5-((3-((4-(benzyloxy)-3-bromophenyl)((cyclopropylmethyl)amino)methyl)phenyl)carbamoyl)-3-(trifluoromethyl)-1H-pyrazol-1-yl)benzylcarbamate